(2R,3R,4S,5R)-2-(2-chloroacetoxy)-6-(dodecylthio)-6-oxohexane-1,3,4,5-tetrayltetraacetate ClCC(=O)O[C@H](CCC(=O)[O-])[C@@H]([C@@H]([C@H](C(=O)SCCCCCCCCCCCC)CC(=O)[O-])CC(=O)[O-])CC(=O)[O-]